C(C)OC(=O)C=1N=CSC1NC1=NN(C=C1Br)C.CC1(N=CC=N1)CCCS(=O)(=O)O 2-methylimidazolepropanesulfonic acid ethyl-5-((4-bromo-1-methyl-1H-pyrazol-3-yl)amino)thiazole-4-carboxylate